ethyl (3,6,7-trimethyloct-5-en-1-yl) oxalate C(C(=O)OCCC(CC=C(C(C)C)C)C)(=O)OCC